Cl.C(C1=CC=CC=C1)OC=1C=C(C=NC1)[C@](O)(C1(CNC1)C)C1=CC=C(C=C1)C(C)C (R)-(5-Benzyloxy-pyridin-3-yl)-(4-isopropyl-phenyl)-(3-methyl-azetidin-3-yl)-methanol, hydrochloride salt